(6-Amino-2-((3-methoxyphenyl)amino)pyrimidin-4-yl)(4-phenylpiperazin-1-yl)methanone NC1=CC(=NC(=N1)NC1=CC(=CC=C1)OC)C(=O)N1CCN(CC1)C1=CC=CC=C1